[1-(3-methoxy-1-naphthyl)cyclopropyl]-2-methyl-benzamide COC=1C=C(C2=CC=CC=C2C1)C1(CC1)C=1C(=C(C(=O)N)C=CC1)C